C(C)(C)(C)OOCC1(CCCCCCCCCCC1)COOC(C)(C)C 1,1-di(t-butylperoxy)methylcyclododecane